CS(=O)(=O)C1=CC=C(C=N1)C(=O)O 6-(methylsulfonyl)pyridine-3-carboxylic acid